FC(OC=1C=CC(=C(C1)O)C1=C2C(=C(N=N1)N[C@@H]1COC(C1)(C)C)C=NC=C2)F (S)-5-(difluoromethoxy)-2-(4-((5,5-dimethyltetrahydrofurane-3-yl)amino)pyrido[3,4-d]pyridazin-1-yl)phenol